3-fluoro-2-nitro-N-(pyrimidin-5-ylmethyl)aniline FC=1C(=C(NCC=2C=NC=NC2)C=CC1)[N+](=O)[O-]